1-(5-((2-fluorophenyl)ethynyl)-2,3-dihydro-1H-inden-1-yl)piperidine-4-carboxylic acid FC1=C(C=CC=C1)C#CC=1C=C2CCC(C2=CC1)N1CCC(CC1)C(=O)O